COP(OC)=O.[Zr] zirconium dimethylphosphonate